C1(=C(C=CC=C1)C#CC1=NNC2=CC=C(C=C12)C(=O)N1[C@@H](CNC[C@@H]1C)C)C1=CC=CC=C1 (3-([1,1'-biphenyl]-2-ylethynyl)-1H-indazol-5-yl)((2R,6S)-2,6-dimethylpiperazin-1-yl)methanone